(S)-N-(5-bromo-4-fluoro-2-((3S,5R)-3,4,5-trimethylpiperazin-1-yl)phenyl)-6-oxo-4-(trifluoromethyl)-1,6-dihydropyridine-3-carboxamide BrC=1C(=CC(=C(C1)NC(=O)C1=CNC(C=C1C(F)(F)F)=O)N1C[C@@H](N([C@@H](C1)C)C)C)F